6-((8-Azabicyclo[3.2.1]octan-3-yl)oxy)-N-(4-([1,2,4]triazolo[1,5-a]pyridin-7-yloxy)-3-meth-ylphenyl)quinazolin-4-amine C12CC(CC(CC1)N2)OC=2C=C1C(=NC=NC1=CC2)NC2=CC(=C(C=C2)OC2=CC=1N(C=C2)N=CN1)C